CN1N=C2C(N=C(C=C2C)C2=CC(=C3C=C(N=NC3=C2)C2CCN(CC2)CC)F)=C1 7-(2,7-dimethyl-2H-pyrazolo[4,3-b]pyridin-5-yl)-3-(1-ethylpiperidin-4-yl)-5-fluorocinnoline